COC=1C=CC(=NC1)NC(CN(C)C=1C2=C(N=C(N1)C1=NC=CC(=C1)OC)CCC2)=O N-(5-methoxypyridin-2-yl)-2-{[2-(4-methoxypyridin-2-yl)-5H,6H,7H-cyclopenta[d]pyrimidin-4-yl](methyl)amino}acetamide